(3R,4R)-1-((1S,2S)-2-methyl-cyclopentyl)-4-{[5-(2,4,6-trifluoro-phenyl)-isoxazole-3-carbonyl]-amino}-piperidine-3-carboxylic acid (1-pyridin-2-yl-cyclopropyl)-amide N1=C(C=CC=C1)C1(CC1)NC(=O)[C@@H]1CN(CC[C@H]1NC(=O)C1=NOC(=C1)C1=C(C=C(C=C1F)F)F)[C@@H]1[C@H](CCC1)C